N'-[(2S,3R)-2-{[3-(6-ethylpyridin-2-yl)-2-fluorophenyl]methyl}-4,4-difluoro-1-(1-hydroxycyclobutane-1-carbonyl)pyrrolidin-3-yl]-N,N-dimethylsulfuric diamide C(C)C1=CC=CC(=N1)C=1C(=C(C=CC1)C[C@@H]1N(CC([C@@H]1NS(N(C)C)(=O)=O)(F)F)C(=O)C1(CCC1)O)F